CS=C(C#CC(C)(C)N(C)CCOCC)O.CC(C)(N=C=O)C1=CC=C(C=C1)C(C)(C)N=C=O 1,4-bis(1-methyl-1-isocyanatoethyl)benzene S-methyl-4-[2-ethoxyethyl(methyl)amino]-4-methyl-pent-2-ynethioate